FC1=C(C(=CC=C1)F)[C@@H](CC1OCCC1)N1C[C@@H](N([C@@H](C1)C)C(C(C)C)=O)C(=O)OC methyl (2R,6R)-4-((1R)-1-(2,6-difluorophenyl)-2-(tetrahydrofuran-2-yl)ethyl)-1-isobutyryl-6-methylpiperazine-2-carboxylate